BrC1=CN=C(S1)S(=O)(=O)NC=1C=CC(=C2C(=CNC12)C#N)C 5-bromo-N-(3-cyano-4-methyl-1H-indol-7-yl)-1,3-thiazole-2-sulfonamide